(S)-quinuclidin-3-yl ((R)-2,2-dimethyl-6-(3-propylphenyl)-1,2,3,4-tetrahydronaphthalen-1-yl)carbamate CC1([C@H](C2=CC=C(C=C2CC1)C1=CC(=CC=C1)CCC)NC(O[C@@H]1CN2CCC1CC2)=O)C